S(=O)(=O)(C1=CC=C(C)C=C1)N1C=CC=2C1=NC=C1C2N(C=N1)[C@H]1C[C@H](C1)CS(=O)(=O)Cl (cis-3-(6-tosylimidazo[4,5-d]pyrrolo[2,3-b]pyridin-1(6H)-yl)cyclobutyl)methanesulfonyl chloride